COC(=O)C1CN(CC(C1)N)C(=O)C1=CC2=C(N(C(=N2)C2=CC=3C(=NC=CC3)N2CC2CC2)C)C(=C1)OC 5-amino-1-{2-[1-(cyclopropylmethyl)-1H-pyrrolo[2,3-b]pyridin-2-yl]-7-methoxy-1-methyl-1H-1,3-benzodiazole-5-carbonyl}piperidine-3-carboxylic acid methyl ester